NC1=C(C=C(C=C1)C1=CC=C(C=C1)F)NC(=O)C=1C=NC(=CC1)S(=O)(=O)C N-[2-amino-5-(4-fluorophenyl)phenyl]-6-(methylsulfonyl)pyridine-3-carboxamide